CC1=C2[C@@H]([C@@H]3[C@@H]([C@H](C1)OC(=O)CC4=CC=C(C=C4)O)C(=C)C(=O)O3)C(=CC2=O)COC(=O)C(=O)O The molecule is a sesquiterpene lactone obtained by formal condensation of one of the carboxy groups of oxalic acid with the 15-hydroxy group of lactucopicrin. Found in chicory. It has a role as a plant metabolite. It is an azulenofuran, a cyclic terpene ketone, an enone, a sesquiterpene lactone, an oxo monocarboxylic acid and a member of phenols. It derives from a lactucin, an oxalic acid and a 4-hydroxyphenylacetic acid.